2-{4'-(6-phenyldibenzothiophene-4-yl)-1,1'-biphenyl-3-yl}-4,6-diphenyl-1,3,5-triazine C1(=CC=CC=C1)C1=CC=CC=2C3=C(SC21)C(=CC=C3)C3=CC=C(C=C3)C3=CC(=CC=C3)C3=NC(=NC(=N3)C3=CC=CC=C3)C3=CC=CC=C3